C1(=CC=CC=C1)S1(N[Se](C2=C1C=CC=C2)=O)=O 1-phenylbenzo[d][1,3,2]thiaselenazole 1,3-dioxide